1,3-bis[2,6-bis(1-propyl-butyl)phenyl]-4,5-dichloro-2H-imidazol-1-ium-2-ide C(CC)C(CCC)C1=C(C(=CC=C1)C(CCC)CCC)[NH+]1[CH-]N(C(=C1Cl)Cl)C1=C(C=CC=C1C(CCC)CCC)C(CCC)CCC